C(C)C(C(=O)[O-])CCCC.C(C)C(C(=O)[O-])CCCC.C(C)C(C(=O)[O-])CCCC.C(C)C(C(=O)[O-])CCCC.[Sn+4] tin tetra-(2-ethylhexanoate)